6-bromopyrrolo[2,1-f][1,2,4]Triazine-4(3H)-one BrC=1C=C2C(NC=NN2C1)=O